C(C1=CC=CC=C1)C=1SC(=NN1)N1CCN(CC1)C=1C=NN2C1C=CC(=C2)C=2C=NN(C2)C 2-benzyl-5-(4-(6-(1-methyl-1H-pyrazol-4-yl)pyrazolo[1,5-a]pyridin-3-yl)piperazin-1-yl)-1,3,4-thiadiazole